C(C)(C)(C)OC(=O)NC/C=C/CNC=1C=CC(=NC1[N+](=O)[O-])C(=O)OC methyl (E)-5-((4-((tert-butoxycarbonyl)amino)but-2-en-1-yl)amino)-6-nitropicolinate